ClC=1C(=NC=CN1)OC=1C=NC(=NC1)C(F)(F)F 5-((3-chloropyrazin-2-yl)oxy)-2-(trifluoromethyl)pyrimidine